C(C)N1C2=CC=C(C=C2C=2C=C(C=CC12)ON=CC)C(C1=C(C=CC=C1)C)=O ethanone 1-[9-ethyl-6-(2-methylbenzoyl)-9H-carbazol-3-yl] Oxime